tert-Butyl (S)-2-((3-((tert-butyldiphenylsilyl) oxy) propyl) carbamoyl)-4-oxopiperidin-1-carboxylate [Si](C1=CC=CC=C1)(C1=CC=CC=C1)(C(C)(C)C)OCCCNC(=O)[C@H]1N(CCC(C1)=O)C(=O)OC(C)(C)C